FC1=C(C(=CC(=C1)OC1CN(C1)CCC)F)[C@H]1[C@@H](N(CC=2C3=C(C=CC12)NN=C3)C)CC(C)C (6S,7S)-6-(2,6-difluoro-4-((1-propylazetidin-3-yl)oxy)phenyl)-7-isobutyl-8-methyl-6,7,8,9-tetrahydro-3H-pyrazolo[3,4-h]isoquinoline